5-(5-fluoro-2-methylphenyl)-1H-pyrazole FC=1C=CC(=C(C1)C1=CC=NN1)C